C(CCC)N=C=O Butylisocyanat